N-(2,5-dichloropyrimidin-4-yl)-1,2,3,4-tetrahydroquinolin-8-amine ClC1=NC=C(C(=N1)NC=1C=CC=C2CCCNC12)Cl